(S)-2,2-dimethyl-N'-(((R)-2-methyl-2,4,5,6-tetrahydro-1H-cyclobuta[f]inden-3-yl)carbamoyl)-2,3-dihydropyrazolo[5,1-b]oxazole-7-sulfonimidamide CC1(CN2C(O1)=C(C=N2)[S@](=O)(N)=NC(NC2=C1C(=CC=3CCCC23)C[C@H]1C)=O)C